4-{isothiocyanato-phenyl}-thioureido-valine N(=C=S)C1=C(C=CC=C1)CC([C@H](NNC(=S)N)C(=O)O)C